2-Amino-4-(1H-imidazol-4-yl)butanoic acid NC(C(=O)O)CCC=1N=CNC1